4-(benzyloxy)-2-((2R,3S,4S,5R)-3-(3,4-difluoro-2-methoxyphenyl)-4,5-dimethyl-5-(trifluoromethyl)tetrahydrofuran-2-yl)-6-methylpyrimidine-5-carboxylic acid C(C1=CC=CC=C1)OC1=NC(=NC(=C1C(=O)O)C)[C@@H]1O[C@]([C@H]([C@H]1C1=C(C(=C(C=C1)F)F)OC)C)(C(F)(F)F)C